3-butene trans-carbonate C(O)(O)=O.CCC=C